FC=1C(=NC=NC1F)NC[C@@H]1[C@H](CN(CC1)CC(=O)N)O ((3R,4R)-4-(((5,6-difluoropyrimidin-4-yl)amino)methyl)-3-hydroxypiperidin-1-yl)acetamide